C(C=C)(=O)N1C[C@@H](N(CC1)C1=C(C=NC2=C(C(=C(C=C12)Cl)C1=CC=C(C2=C1N=C(S2)N)F)F)C#N)C 4-((S)-4-acryloyl-2-methylpiperazin-1-yl)-7-(2-amino-7-fluorobenzo[d]thiazol-4-yl)-6-chloro-8-fluoroquinoline-3-carbonitrile